C(=C/C)/S(=O)(=O)Cl (Z)-prop-1-ene-1-sulfonyl chloride